C1(=CC=CC=C1)[Si](C1=CC=CC=2C3=C(SC21)C=CC=C3NC(OC(C)(C)C)=O)(C3=CC=CC=C3)C3=CC=CC=C3 tert-butyl (6-(triphenylsilyl)dibenzo[b,d]thiophen-1-yl)carbamate